3-chloro-1-methyl-N-((1S,4S)-4-((1-methyl-6-oxo-5-(trifluoromethyl)-1,6-dihydropyridazin-3-yl)amino)cyclohexyl)-1H-pyrazole-4-carboxamide ClC1=NN(C=C1C(=O)NC1CCC(CC1)NC1=NN(C(C(=C1)C(F)(F)F)=O)C)C